C(C)(C)(C)OC(=O)N1C[C@H]([C@@H](C1)C1=CC=C(C=C1)OC)C(=O)O |r| (±)-trans-1-(tert-butoxycarbonyl)-4-(4-methoxyphenyl)pyrrolidine-3-carboxylic acid